1-(2-(3,8-diazabicyclo[3.2.1]oct-8-yl)-7,8-dihydropyrido[4,3-d]pyrimidin-6(5H)-yl)-2-cyclohexylethan-1-one C12CNCC(CC1)N2C=2N=CC1=C(N2)CCN(C1)C(CC1CCCCC1)=O